N-4-hydroxybutyl-acrylamide OCCCCNC(C=C)=O